C(CC)OCCOC1=CC=C(C=N1)C=O 6-(2-propoxyethoxy)pyridine-3-carbaldehyde